COC1CCC(CC1)OC1=NC2=CC=C(C=C2C=C1)CN1C[C@H](CC1)OC=1C=C2CN(C(C2=CC1)=O)C1C(NC(CC1)=O)=O 3-(5-(((S)-1-((2-(((1R,4S)-4-Methoxycyclohexyl)oxy)quinolin-6-yl)methyl)pyrrolidin-3-yl)oxy)-1-oxoisoindolin-2-yl)piperidine-2,6-dione